FC(C(=O)OCC)(C=1C(NC2=CC=C(C=C2C1C)F)=O)F ethyl 2,2-difluoro-2-(6-fluoro-4-methyl-2-oxo-1,2-dihydroquinolin-3-yl)acetate